2-(4-((3-(4-isopropylpiperazin-1-yl)phenyl)(methyl)amino)phenoxy)pyrido[3,4-d]pyrimidin-4-ol C(C)(C)N1CCN(CC1)C=1C=C(C=CC1)N(C1=CC=C(OC=2N=C(C3=C(N2)C=NC=C3)O)C=C1)C